C(C)(C)(C)OC(=O)N1[C@@H](CN([C@H](C1)C)C1=NC(=NC2=C(C(=C(C=C12)C(F)(F)F)Br)F)Cl)C (2r,5s)-4-(7-bromo-2-chloro-8-fluoro-6-(trifluoromethyl)quinazolin-4-yl)-2,5-dimethylpiperazine-1-carboxylic acid tert-butyl ester